(1S,8R)-6-(5-hydroxy-2-methylphenyl)-4-(2-(2-propenoyl)-2,6-diazaspiro[3.4]octan-6-yl)-3-azatricyclo[6.2.1.02,7]undeca-2,4,6-triene-5-carbonitrile OC=1C=CC(=C(C1)C=1C(=C(N=C2[C@H]3CC[C@@H](C12)C3)N3CC1(CN(C1)C(C=C)=O)CC3)C#N)C